2,6-Difluoro-3-(1-methyl-6-(6-oxa-9-azaspiro[4.5]decan-9-yl)-1H-pyrazolo[3,4-d]pyrimidin-3-yl)-5-(trifluoromethyl)phenol FC1=C(C(=C(C=C1C1=NN(C2=NC(=NC=C21)N2CCOC1(CCCC1)C2)C)C(F)(F)F)F)O